C(=O)(O)CCN(C(=O)C1=CC2=C(S1)C=C(C(=C2)OC)OCCCOC2=CC1=C(SC(=C1)C(CCC(=O)O)=O)C=C2OC)C 4-(5-(3-((2-((2-carboxyethyl)(methyl)carbamoyl)-5-methoxybenzo[b]thiophen-6-yl)oxy)propoxy)-6-methoxybenzo[b]thiophen-2-yl)-4-oxobutanoic acid